FC1=C(C=CC(=C1)[C@H]1NCCC1)C=1N=C2SC3=C(N2C1OC(C)C)C=CC(=C3)C(=O)NCCCN3CCC(CC3)F (S)-2-(2-fluoro-4-(pyrrolidin-2-yl)phenyl)-N-(3-(4-fluoropiperidin-1-yl)propyl)-3-isopropoxybenzo[d]imidazo[2,1-b]thiazole-7-carboxamide